C(CCCCCCCCCCC)NCCNCCCCCCCCCCCC N,N'-dilaurylethylenediamine